FC(C(=O)O)(F)F.ClC=1C=C(C=C(C1)OC(F)(F)F)[C@H](CC(=O)OC)NC(CNC(=O)C1=CC(=C2C=NNC2=C1)NC=1NCC(CN1)F)=O methyl (3S)-3-(3-chloro-5-(trifluoromethoxy)phenyl)-3-(2-(4-((5-fluoro-1,4,5,6-tetrahydropyrimidin-2-yl)amino)-1H-indazole-6-carboxamido)acetamido)propanoate trifluoroacetate